NC1=C(C#N)C=C(C=C1)OC=1C=NC=C(C1)N1CCC(CC1)(F)F 2-amino-5-((5-(4,4-difluoropiperidin-1-yl)pyridin-3-yl)oxy)-benzonitrile